2-(4,6-diaminopyrazolo[3,4-d]pyrimidin-3-yl)ethyn-1-ol NC1=C2C(=NC(=N1)N)NN=C2C#CO